oxetan methacrylate C(C(=C)C)(=O)O.O1CCC1